COC1=C(C=CC=C1)C=1C=C2C(=CN(C=C2)CN2N=NC3=C2C=CC=C3)N1 1-[[2-(2-methoxyphenyl)pyrrolo[2,3-c]pyridin-6-yl]methyl]benzotriazole